(S)-1-methyl-5-(2-oxo-2-((1,1,1-trifluoropropan-2-yl)amino)acetyl)-1H-pyrrole-3-carboxylic acid CN1C=C(C=C1C(C(N[C@H](C(F)(F)F)C)=O)=O)C(=O)O